N1-(2-ethoxyethyl)-N2,N2-diisopropylethane-1,2-diamine C(C)OCCNCCN(C(C)C)C(C)C